(2S)-4-[[3-[[5-(3-hydroxycyclobutyl)-1,3,4-oxadiazol-2-yl]amino]-2,5-dimethyl-phenyl]methyl]-2-methyl-piperazine-1-carboxylic acid tert-butyl ester C(C)(C)(C)OC(=O)N1[C@H](CN(CC1)CC1=C(C(=CC(=C1)C)NC=1OC(=NN1)C1CC(C1)O)C)C